ClC=1C=C(C=C2C=C(N=NC12)N)C=1C=NN(C1)CC 8-chloro-6-(1-ethylpyrazol-4-yl)cinnolin-3-amine